BrC1=CC=C(C(=N1)Cl)[N+](=O)[O-] 6-bromo-2-chloro-3-nitro-pyridine